((2,4-dioxo-1,3-diazaspiro[4.4]nonane-6-yl)methyl)-2,4'-difluoro-[1,1'-biphenyl]-4-sulfonamide O=C1NC2(C(N1)=O)C(CCC2)CC=2C(=C(C=CC2S(=O)(=O)N)C2=CC=C(C=C2)F)F